C(C)S(=O)(=O)NC=1C=C2C=C(N=CC2=C(C1)NC(OC(C)(C)C)=O)NC1=NN2CC(N(CCC2=C1)C(C)C)=O tert-butyl (6-(ethylsulfonamido)-3-((6-isopropyl-7-oxo-5,6,7,8-tetrahydro-4H-pyrazolo[1,5-d][1,4]diazepin-2-yl)amino)isoquinolin-8-yl)carbamate